Ethyl 1-(((3-butyl-7-(ethylthio)-2-methyl-1,1-dioxido-5-phenyl-2,3,4,5-tetrahydro-1,2,5-benzothiadiazepin-8-yl)oxy)methyl)cyclopropane-1-carboxylate C(CCC)C1N(S(C2=C(N(C1)C1=CC=CC=C1)C=C(C(=C2)OCC2(CC2)C(=O)OCC)SCC)(=O)=O)C